N1=CC(=C2N1C=CC=N2)C(=O)N2CC1(C2)CC(C1)NC(=O)NC1=CC(=CC=C1)C(F)(F)F 1-(2-(pyrazolo[1,5-a]pyrimidine-3-carbonyl)-2-azaspiro[3.3]heptan-6-yl)-3-(3-(trifluoro-methyl)phenyl)urea